C1=C2C(=NN=C1N1N=C(N=C1N)NC1=CC(=C(C=C1)N1CCC(CC1)N1CCCC1)F)CCCC1=C2C=CC=C1 1-(6,7-dihydro-5H-benzo[6,7]cyclohepta[4,5-c]pyridazin-2-yl)-N3-(3-fluoro-4-(4-(pyrrolidinyl)piperidinyl)phenyl)-1H-1,2,4-triazole-3,5-diamine